methyl-3(3H)-furanone CC1OC=CC1=O